FC=1C(=C(C=CC1F)[C@H]1C(O[C@@](C1)(C(F)(F)F)C)C(=O)NC1=C[C@@H]([N+](C=C1)=O)C(=O)N)OC (2R,3S,5S)-4-[[3-(3,4-difluoro-2-methoxy-phenyl)-5-methyl-5-(trifluoromethyl)tetrahydrofuran-2-carbonyl]amino]-1-oxo-pyridin-1-ium-2-carboxamide